4-{[3-(5-fluoropyrimidin-2-yl)-2-methoxyphenyl]amino}-6-[(4-formylpyridin-2-yl)amino]-N-methylpyridine-3-carboxamide FC=1C=NC(=NC1)C=1C(=C(C=CC1)NC1=C(C=NC(=C1)NC1=NC=CC(=C1)C=O)C(=O)NC)OC